4-[bis(4-hydroxy-3,5-dimethylphenyl)methyl]1,2-benzenediol OC1=C(C=C(C=C1C)C(C=1C=C(C(=CC1)O)O)C1=CC(=C(C(=C1)C)O)C)C